2-(2-bromo-1,3-thiazol-4-yl)-2,2-difluoroacetic acid BrC=1SC=C(N1)C(C(=O)O)(F)F